The molecule is an organophosphate oxoanion arising from deprotonation of the carboxy and phosphate OH groups of 7-phospho-2-dehydro-3-deoxy-D-arabino-heptonic acid; major species at pH 7.3. It has a role as a Saccharomyces cerevisiae metabolite. It is an organophosphate oxoanion, a carbohydrate acid derivative anion and a monocarboxylic acid anion. It is a conjugate base of a 7-phospho-2-dehydro-3-deoxy-D-arabino-heptonic acid. C([C@H]([C@@H]([C@@H](COP(=O)([O-])[O-])O)O)O)C(=O)C(=O)[O-]